ClC1=CC=C(/C=C/C#N)C=C1 (E)-4-chlorocinnamonitrile